(3R,4R)-4-(3,4-dimethoxybenzyl)-3-(3-methoxy-4-(((2S,3R,4S,5S,6R)-3,4,5-trihydroxy-6-methyltetrahydro-2H-pyran-2-yl)oxy)benzyl)dihydrofuran COC=1C=C(CC=2[C@H](COC2)CC2=CC(=C(C=C2)O[C@@H]2O[C@@H]([C@H]([C@@H]([C@H]2O)O)O)C)OC)C=CC1OC